FC(C=1OC(=NN1)C=1SC(=CC1)CN1N=NC(=C1)C=1C=C2C(=NC1OC)NC=C2)F 2-(difluoromethyl)-5-[5-[[4-(6-methoxy-1H-pyrrolo[2,3-b]pyridin-5-yl)triazol-1-yl]methyl]thiophen-2-yl]-1,3,4-oxadiazole